C(CCCCCCCCC)C=1C=C(C=CC1)P(N(P(C1=CC=C(C=C1)CCCCCCCCCC)C1=CC=C(C=C1)CCCCCCCCCC)C1CCCC1)C1=CC(=CC=C1)CCCCCCCCCC N-(bis(3-decylphenyl)phosphaneyl)-N-cyclopentyl-1,1-bis(4-decylphenyl)phosphanamine